C(C#C)OC1=NC(=NC=C1)N 4-(prop-2-yn-1-yloxy)pyrimidin-2-amine